4-(aminomethyl)-2-(benzylthio)benzonitrile NCC1=CC(=C(C#N)C=C1)SCC1=CC=CC=C1